F\C(=C/CN)\CN1C=NC2=C1C=C(C=C2C2=CC=NN2C(C)C)C(F)(F)F (Z)-3-fluoro-4-(4-(1-isopropyl-1H-pyrazol-5-yl)-6-(trifluoromethyl)-1H-benzo[d]imidazol-1-yl)but-2-en-1-amine